N-tert-butoxycarbonyl-N'-acryloyl-piperazine C(C)(C)(C)OC(=O)N1CCN(CC1)C(C=C)=O